3-(2,5-Dimethylpiperazine-1-yl)propanoic acid CC1N(CC(NC1)C)CCC(=O)O